bis-[3-(trimethoxysilyl)propyl]amine CO[Si](CCCNCCC[Si](OC)(OC)OC)(OC)OC